BrC1=CC(=NN1COCC[Si](C)(C)C)C(F)F 2-[[5-bromo-3-(difluoromethyl)pyrazol-1-yl]methoxy]ethyl-trimethyl-silane